Cl.N[C@@H](COC1=C(C(=O)OCC2=CC=CC=C2)C(=CC=C1)OC(F)(F)F)CC1=CC=CC=C1 Benzyl (R)-2-(2-amino-3-phenylpropoxy)-6-(trifluoromethoxy)benzoate hydrochloride